COC1=C(OC=2C3=CC=CC=C3C(=C3C=CC=CC23)OC2=C(C=CC=C2)OC)C=CC=C1 9,10-di(2-methoxyphenoxy)anthracene